5-chloro-2-(oxaprop-2-yl)pyridine ethyl-8-fluoro-6-(N-(1-methylcyclopropyl)sulfamoyl)imidazo[1,5-a]pyridine-3-carboxylate C(C)OC(=O)C1=NC=C2N1C=C(C=C2F)S(NC2(CC2)C)(=O)=O.ClC=2C=CC(=NC2)C(O)C